BrC1=C2CCN([C@@H](C2=C(C=C1)OCC1=CC2=C(N(C=N2)C)C=C1)CN1C(C2=CC=CC=C2C1)=O)C(=O)[C@H]1[C@H](CCCC1)C(=O)O (1S,2R)-2-((S)-5-bromo-8-((1-methyl-1H-benzo[d]imidazol-5-yl)methoxy)-1-((1-oxoisoindolin-2-yl)methyl)-1,2,3,4-tetrahydroisoquinoline-2-carbonyl)cyclohexane-1-carboxylic acid